estra-4,9-dien-3,17-dione C[C@@]12C(CC[C@H]1[C@@H]1CCC3=CC(CCC3=C1CC2)=O)=O